3,5-bistrifluoromethyl-phenylboronic acid pinacol ester FC(C=1C=C(C=C(C1)C(F)(F)F)B1OC(C)(C)C(C)(C)O1)(F)F